CN(C)C=NC(C(C)O)=O N-(dimethylaminomethylene)-2-hydroxy-propionamide